CC1(CCC2(CCC(O2)OCC(CO)(CO)CO)CC1)C 2-(((8,8-dimethyl-1-oxaspiro[4.5]dec-2-yl)oxy)methyl)-2-(hydroxymethyl)propane-1,3-diol